6-(1-methylpiperidin-4-yl)thieno[2,3-c]pyridin-7(6H)-one CN1CCC(CC1)N1C(C2=C(C=C1)C=CS2)=O